BrC=1C=NN2C1N=C(C=C2)N2CCN(CC2)C(=O)OC(C)(C)C tert-butyl 4-(3-bromopyrazolo[1,5-a]pyrimidin-5-yl)piperazine-1-carboxylate